OC1=CC=C(C(=O)O)C(=C1)O 4,6-dihydroxybenzoic acid